FC(OC1=CC=C(C=C1)N(C1CCN(CC1)C1=CC=C(C=C1)S(=O)C)C=1C=NC=CC1OC)F (p-difluoromethoxyphenyl)(4-methoxy-3-pyridyl){1-[p-(methylsulfinyl)phenyl]-4-piperidyl}amine